NC=1C2=C(N=CN1)N(C(=C2C2=C1C=NN(C1=CC=C2)C)C#CC2CN(C2)C2CCN(CC2)C(C=C)=O)C 1-(4-(3-((4-amino-7-methyl-5-(1-methyl-1H-indazol-4-yl)-7H-pyrrolo[2,3-d]pyrimidin-6-yl)ethynyl)azetidin-1-yl)piperidin-1-yl)prop-2-en-1-one